(R)-N-(1-(2-methyl-3-(trifluoromethyl)phenyl)ethyl)-6-oxo-4-(((tetrahydro-1H-pyrrolizin-7a(5H)-yl)methyl)amino)-1-(tetrahydro-2H-pyran-4-yl)-1,6-dihydropyridine-3-carboxamide CC1=C(C=CC=C1C(F)(F)F)[C@@H](C)NC(=O)C1=CN(C(C=C1NCC12CCCN2CCC1)=O)C1CCOCC1